4-iodo-1-((2-(trimethylsilyl)ethoxy)methyl)imidazole IC=1N=CN(C1)COCC[Si](C)(C)C